1-(4-{4-[4-({[(1R)-1-(2-ethylphenyl)ethoxy]carbonyl}amino)-3-methyl-1,2-oxazol-5-yl]piperidin-1-yl}phenyl)cyclopropane-1-carboxylic acid C(C)C1=C(C=CC=C1)[C@@H](C)OC(=O)NC=1C(=NOC1C1CCN(CC1)C1=CC=C(C=C1)C1(CC1)C(=O)O)C